C1(CC1)C(=O)NC1=NC=C(C(=O)O)C(=C1)NC1=CN(C=2N=CN(C(C21)=O)CC)CC2CC2 6-(Cyclopropanecarboxamido)-4-((7-(cyclopropylmethyl)-3-ethyl-4-oxo-4,7-dihydro-3H-pyrrolo[2,3-d]pyrimidin-5-yl)amino)nicotinic acid